(trifluoromethyl)-1H-pyrazole-3-carboxylate FC(F)(F)OC(=O)C1=NNC=C1